C1(=CC=CC=C1)COP(=O)(OCC1=CC=CC=C1)OCC(CC(=O)OC(C)(C)C)(C)C tert-butyl 4-{[bis(phenylmethyloxy) phosphoryl] oxy}-3,3-dimethylbutyrate